OC1=NC=NC(=C1)O 4,6-dihydroxypyrimidine